C(CCCCCCCCC\C=C/CCCCCCCC)(=O)[O-].[W+4].C(CCCCCCCCC\C=C/CCCCCCCC)(=O)[O-].C(CCCCCCCCC\C=C/CCCCCCCC)(=O)[O-].C(CCCCCCCCC\C=C/CCCCCCCC)(=O)[O-] tungsten gondoate